tert-butyl 3-(4-(4'-chloro-5'-oxo-5'H-spiro[cyclohexane-1,7'-indolo[1,2-a]quinazolin]-10'-yl)-[1,4'-bipiperidin]-1'-yl)propanoate ClC=1C=2C(N=C3N(C2C=CC1)C1=CC(=CC=C1C31CCCCC1)C1CCN(CC1)C1CCN(CC1)CCC(=O)OC(C)(C)C)=O